NC=1C=NN(C1)C1CCS(CC1)(=NCC)=O (1s,4s)-4-(4-amino-1H-pyrazol-1-yl)-1-(ethylimino)hexahydro-1λ6-thiopyran 1-oxide